CN(C1=NN=C(S1)C1=C(C=C(C=C1)C=1C=NN(C1)C)O)C1CC(NC(C1)(C)C)(C)C 2-(5-(methyl(2,2,6,6-tetramethylpiperidin-4-yl)amino)-1,3,4-thiadiazol-2-yl)-5-(1-methyl-1H-pyrazol-4-yl)phenol